[P].[P].[P].[Sn] Tin Triphosphorus